tert-Butyl 4-fluoroindoline-1-carboxylate FC1=C2CCN(C2=CC=C1)C(=O)OC(C)(C)C